2,2-difluoro-2-(4'-fluorobiphenyl-4-yl)acetic acid FC(C(=O)O)(C1=CC=C(C=C1)C1=CC=C(C=C1)F)F